OC[C@@H]1CN(CC1)C(=O)C1=CC=C(C=N1)NC(O[C@@H](COC1=CC2=C(N=C(S2)C2=C3N=CC(=NC3=CC(=C2)C)OC)C=C1F)C)=O (R)-1-((5-fluoro-2-(2-methoxy-7-methylquinoxalin-5-yl)benzo[d]thiazol-6-yl)oxy)propan-2-yl (6-((S)-3-(hydroxymethyl)pyrrolidine-1-carbonyl)pyridin-3-yl)carbamate